C(C1=CC=CC=C1)OC(CCCN(C(=O)OCCl)CC(=O)OC(C)(C)C)=O.FC(CCNC1=CC=C(C=C1)C1=CC=C(C=N1)C(=O)NCC=1C=NC=CC1)F 6-[4-(3,3-difluoropropylamino)phenyl]-N-(3-pyridylmethyl)pyridine-3-carboxamide benzyl-4-((2-(tert-butoxy)-2-oxoethyl)((chloromethoxy)carbonyl)amino)butanoate